(E)-4-(2-(6-(4-(diphenylamino)phenyl)-2,3-dihydro-1H-xanthen-4-yl)vinyl)-3-ethylbenzothiazol-3-ium iodide [I-].C1(=CC=CC=C1)N(C1=CC=C(C=C1)C=1C=C2OC3=C(CCCC3=CC2=CC1)/C=C/C1=CC=CC2=C1[N+](=CS2)CC)C2=CC=CC=C2